Methyl 4-(N-(3-chloro-4-cyclopropylphenyl)sulfamoyl)-2,5-dimethyl-1H-pyrrole-3-carboxylate ClC=1C=C(C=CC1C1CC1)NS(=O)(=O)C=1C(=C(NC1C)C)C(=O)OC